NC1=C(C=C(C=C1)C1=C(C(=NC(=C1)C)Cl)C#N)OCC1=CC=C(C=C1)F 4-(4-amino-3-((4-fluorophenyl)methoxy)phenyl)-2-chloro-6-methyl-pyridine-3-carbonitrile